[Al].CC1=NC2=C(C=CC=C2C(=C1)C)O.CC1=NC2=C(C=CC=C2C(=C1)C)O bis(2,4-dimethyl-8-hydroxyquinoline) aluminum